cadmium lanthanum sulphide [S-2].[La+3].[Cd+2]